C(CC)OC(C)CO monoPropylene glycol monopropyl ether